potassium tris(1-triazolyl) borate B(ON1N=NC=C1)(ON1N=NC=C1)ON1N=NC=C1.[K]